CO[Si](C=C[Si](N(CC)CC)(N(CC)CC)N(CC)CC)(OC)OC 1-trimethoxysilyl-2-tris(diethylamino)silylethylene